Cl.BrC1=CC=CC(=N1)N1C(CCCC1)C(=O)N (6-Bromopyridin-2-yl)piperidine-2-carboxamide hydrochloride